4-[([7-acetamido-5H-pyrrolo[3,2-d]pyrimidin-4-yl]amino)methyl]phenylboronic acid C(C)(=O)NC1=CNC2=C1N=CN=C2NCC2=CC=C(C=C2)B(O)O